Cl.FC1=C(C=CC=C1)C1=CC(=CN1S(=O)(=O)C1=CC(=CC=C1)C=1C=NC=C(C1)OC)CNC 1-(5-(2-fluorophenyl)-1-((3-(5-methoxypyridin-3-yl)phenyl)sulfonyl)-1H-pyrrol-3-yl)-N-methylmethanamine hydrochloride